ClC1=CC=C(C(=N1)C(=O)OC)N[C@H](C)C=1C=C(C=C2C(N(C(=NC12)C1(CCC1)C)C)=O)C methyl (R)-6-chloro-3-((1-(3,6-dimethyl-2-(1-methylcyclobutyl)-4-oxo-3,4-dihydroquinazolin-8-yl)ethyl)amino)picolinate